S1C=NC2=C1C=CC(=C2)C(C)N2CCN(CC2)C2=NC=C(C=N2)N=S(=O)(C)C ((2-(4-(1-(benzo[d]thiazol-5-yl)ethyl)piperazin-1-yl)pyrimidin-5-yl)imino)dimethyl-λ6-sulfanone